FC1=C(OC2=NC=C(C=C2C=2C3=C(C(N(C2)C)=O)NC=C3)CS(=O)(=O)C)C=CC(=C1)F 4-{2-(2,4-difluorophenoxy)-5-[(methylsulfonyl)methyl]pyridin-3-yl}-6-methyl-1,6-dihydro-7H-pyrrolo[2,3-c]pyridin-7-one